ClC=1C=C(C=CC1)C=1C(=NC(=NC1CCCC#C)N)N 5-(3-chlorophenyl)-6-(pent-4-yn-1-yl)pyrimidine-2,4-diamine